8-(4-(benzyloxy)-3-methoxyphenyl)-7-methyl-3,7-dihydro-1H-purine-2,6-dione C(C1=CC=CC=C1)OC1=C(C=C(C=C1)C1=NC=2NC(NC(C2N1C)=O)=O)OC